N1C(CCCC1)C1CN(CCC1)C(C)=O [3-[2-piperidyl]-1-piperidyl]ethanone